N1=C(C(=CC=C1)C(=O)N1CCC(CC1)(C#N)[C@H](C)C1=CC(=CC(=C1)F)F)C1=CC=NC=C1 (R)-1-([2,4'-bipyridine]-3-carbonyl)-4-(1-(3,5-difluorophenyl)ethyl)piperidine-4-carbonitrile